N1=CC=C(C=C1)[C@H](C)O (1S)-1-(4-pyridinyl)ethanol